4-{[1-(cyanoacetyl)azetidin-3-yl]methoxy}-6-(propan-2-yloxy)quinoline-7-carboxamide C(#N)CC(=O)N1CC(C1)COC1=CC=NC2=CC(=C(C=C12)OC(C)C)C(=O)N